S1C=CN=CC2=C1C=CC=C2 1,4-BENZOTHIAZEPIN